4-(((5-(prop-2-yn-1-ylamino)-5,6,7,8-tetrahydronaphthalen-2-yl)oxy)methyl)benzonitrile C(C#C)NC1C=2C=CC(=CC2CCC1)OCC1=CC=C(C#N)C=C1